2-(4-((4-(3-Chloro-4-(trifluorometh-yl)phenyl)-5-oxo-4,5-dihydro-1H-1,2,4-triazol-1-yl)methyl)-2,6-dimeth-ylphenoxy)-2-methylpropionic acid ClC=1C=C(C=CC1C(F)(F)F)N1C=NN(C1=O)CC1=CC(=C(OC(C(=O)O)(C)C)C(=C1)C)C